5-(2-chloropiperazin-1-yl)-3-hydroxy-2,3-dihydro-1,4-benzodioxine ClC1N(CCNC1)C1=CC=CC=2OCC(OC21)O